ClC=1C=C2C=C(N(C2=CC1)C)C(O)N1CCC(CC1)C(=O)C=1OC(=NN1)C1=CC=CC=C1 (5-Chloro-1-methyl-1H-indol-2-yl)(4-(5-phenyl-1,3,4-oxadiazol-2-carbonyl)piperidin-1-yl)methanol